CC1=C(C=NC=C1)C1=NOC(=N1)C1=CC=C2NCC(NC2=C1)=O 7-[3-(4-methylpyridin-3-yl)-1,2,4-oxadiazol-5-yl]-1,2,3,4-tetra-hydroquinoxalin-2-one